COC(C1=C(C=NC=C1)N1C[C@@H](CC1)C1=C(C=CC(=C1)C(NC=1C=NC=C(C1)C(F)(F)F)=O)C)=O (S)-3-(3-(2-methyl-5-((5-(trifluoromethyl)pyridin-3-yl)carbamoyl)phenyl)pyrrolidin-1-yl)isonicotinic acid methyl ester